methyl 4-chloro-3'-(((2-(4-methoxybenzyl)-1-oxoisoindolin-5-yl)oxy)methyl)biphenyl-3-carboxylate ClC1=C(C=C(C=C1)C1=CC(=CC=C1)COC=1C=C2CN(C(C2=CC1)=O)CC1=CC=C(C=C1)OC)C(=O)OC